ClC=1C(=C2C(=CN1)N(C=C2)S(=O)(=O)C2=CC=C(C=C2)C)F 5-chloro-4-fluoro-1-(p-tolylsulfonyl)pyrrolo[2,3-c]pyridine